N-((6-(3,5-dimethyl-1H-pyrazol-1-yl)-4-methylpyridazin-3-yl)methyl)-4,4-difluorocyclohexan-1-amine CC1=NN(C(=C1)C)C1=CC(=C(N=N1)CNC1CCC(CC1)(F)F)C